(2S,4R)-N-[(1-methyl-benzotriazol-5-yl)methyl]-4-(spiro[2.5]octan-6-ylmethyl)pyrrolidine-2-carboxamide CN1N=NC2=C1C=CC(=C2)CNC(=O)[C@H]2NC[C@@H](C2)CC2CCC1(CC1)CC2